1-Nonyl-3-Methylpyridinium methansulfonat CS(=O)(=O)[O-].C(CCCCCCCC)[N+]1=CC(=CC=C1)C